[N+](=O)([O-])C=1C=NC=CC1C1=C(C=C(N1)C(=O)OCC)C(=O)OCC diethyl 5-(3-nitropyridin-4-yl)-1H-pyrrole-2,4-dicarboxylate